Methyl 3-(2-ethoxy-2-oxoethylidene)cyclobutane-1-carboxylate C(C)OC(C=C1CC(C1)C(=O)OC)=O